4-((7-methoxy-2-oxo-3,4-dihydroquinolin-1(2H)-yl)methyl)-N'-propylbenzoyl-hydrazine 2,4,6-trimethylbenzoate CC1=C(C(=O)O)C(=CC(=C1)C)C.COC1=CC=C2CCC(N(C2=C1)CC1=CC=C(C(=O)NNCCC)C=C1)=O